COC1=C(C=CC(=C1)C(F)(F)F)CCNC1=CC=NC=N1 6-[2-(2-methoxy-4-trifluoromethyl-phenyl)-ethylamino]-pyrimidin